Cl.Cl.NC=1C(=NC(=CN1)C=1C=NN(C1)C1CCNCC1)C=1C=C(C(N(N1)C1=CC(=CC(=C1)OC)OC)=O)C 6-(3-amino-6-(1-(piperidin-4-yl)-1H-pyrazol-4-yl)pyrazin-2-yl)-2-(3,5-dimethoxyphenyl)-4-methylpyridazin-3(2H)-one dihydrochloride salt